C(=O)C=1C(=NC(=CC1)N1C=NC2=C1C=C(C=C2)NC=2N=NC(=CC2)C)N2N=C(C=C2C)C#N 1-[3-formyl-6-[6-[(6-methylpyridazin-3-yl)amino]benzimidazol-1-yl]-2-pyridyl]-5-methyl-pyrazole-3-carbonitrile